3-methoxy-1-methyl-1H-pyrazole-5-sulfinic acid lithium [Li].COC1=NN(C(=C1)S(=O)O)C